6-Ethyl-1-(2-(4-(pyrimidin-5-yl)phenyl)acetyl)piperidine-3-carboxylic acid C(C)C1CCC(CN1C(CC1=CC=C(C=C1)C=1C=NC=NC1)=O)C(=O)O